N-(6-bromothiazolo[4,5-b]pyridin-2-yl)-4-(((1S,2S)-2-(dimethylamino)cyclohexyl)amino)-2-fluorobenzenesulfonamide BrC=1C=C2C(=NC1)N=C(S2)NS(=O)(=O)C2=C(C=C(C=C2)N[C@@H]2[C@H](CCCC2)N(C)C)F